(E)-N,N-dimethyl-N'-(4-(2-methyl-4-nitrophenoxy)pyridin-2-yl)formimidamide CN(\C=N\C1=NC=CC(=C1)OC1=C(C=C(C=C1)[N+](=O)[O-])C)C